S(=O)([O-])[O-].FC(F)F.[Na+].[Na+] sodium trifluoromethane sulfite